(3R,4S)-4-((5-bromopyrrolo[2,1-f][1,2,4]triazin-2-yl)amino)-3-fluoropiperidine-1-carboxylic acid tert-butyl ester C(C)(C)(C)OC(=O)N1C[C@H]([C@H](CC1)NC1=NN2C(C=N1)=C(C=C2)Br)F